Methyl (R)-3-bromo-4-(((1-hydroxy-3-methoxypropan-2-yl)amino)methyl)benzoate BrC=1C=C(C(=O)OC)C=CC1CN[C@H](CO)COC